tert-butyl 4-[[1-[4-(2-bromo-4-ethoxycarbonyl-phenoxy)-2,6-dimethyl-phenyl]azetidin-3-yl]methyl]piperidine-1-carboxylate BrC1=C(OC2=CC(=C(C(=C2)C)N2CC(C2)CC2CCN(CC2)C(=O)OC(C)(C)C)C)C=CC(=C1)C(=O)OCC